2-methyl-4-fluoro-5-aminophenol CC1=C(C=C(C(=C1)F)N)O